N-[2-(benzylamino)-2-oxo-1-phenylethyl]-N-(3-chloro-4-methoxyphenyl)prop-2-ynamide C(C1=CC=CC=C1)NC(C(C1=CC=CC=C1)N(C(C#C)=O)C1=CC(=C(C=C1)OC)Cl)=O